OC(CNC1=CC=C(C=2C(C3=CC=CC=C3C(C12)=O)=O)NCC(CO)O)CO 1,4-bis(β,γ-dihydroxypropylamino)anthraquinone